N-(6-(benzo[d]thiazol-6-yl)imidazo[1,2-b]pyridazin-2-yl)-3-fluorotetra-hydrofuran-3-carboxamide S1C=NC2=C1C=C(C=C2)C=2C=CC=1N(N2)C=C(N1)NC(=O)C1(COCC1)F